ClC1=NC=C(C(=N1)Cl)OCC1=CC=C(C=C1)OC 2,4-dichloro-5-((4-methoxybenzyl)oxy)pyrimidine